FC1CN(CCC1NC1=CC=CC2=C1SC(=C2C2=CN=CS2)C#CCNC2=C(C=C(C=C2)P(C)(C)=O)OC)C (4-((3-(7-(((Z)-3-fluoro-1-methylpiperidin-4-yl)amino)-3-(thiazol-5-yl)benzo[b]thiophen-2-yl)prop-2-yn-1-yl)amino)-3-methoxyphenyl)dimethylphosphine oxide